FC1=CC2=C(N(C(N=C2)C)C(C)C=2SC(=CC2)C2=C(C=CC=C2)CNC)C=N1 6-fluoro-2-methyl-N-[1-(5-{2-[(methylamino)methyl]phenyl}thiophen-2-yl)ethyl]pyrido[3,4-d]pyrimidin